Ethyl (Z)-3-(4-chlorophenyl)-3-(tributylstannyl)acrylate ClC1=CC=C(C=C1)/C(=C/C(=O)OCC)/[Sn](CCCC)(CCCC)CCCC